6-Methoxy-3,3,10,10-tetramethyl-9-phenyl-2,3,4a,10-tetrahydro-1H-indeno[1,2-c]pyrazolo[1,2-a]pyrazol-1-one COC=1C=CC=2C(=C3C(N4N(C3(C)C)C(CC4(C)C)=O)C2C1)C1=CC=CC=C1